(2S)-3-(2-Hydroxy-2-methyl-propoxy)-2-(methylamino)propanoic acid OC(COC[C@@H](C(=O)O)NC)(C)C